(S)-4-(2-(4-fluorobenzamido)-3-phenylpropanamido)-2-methylbenzene-1-sulfonyl chloride FC1=CC=C(C(=O)N[C@H](C(=O)NC2=CC(=C(C=C2)S(=O)(=O)Cl)C)CC2=CC=CC=C2)C=C1